C(=O)(OC(C)(C)C)N1CC(C1)O 1-Boc-3-hydroxyazetidine